(R)-5-(1-Aminoethyl)-2,7-dimethyl-3-(4-(2,2,2-trifluoroethyl)piperazin-1-yl)isoquinolin-1(2H)-one N[C@H](C)C1=C2C=C(N(C(C2=CC(=C1)C)=O)C)N1CCN(CC1)CC(F)(F)F